C(C)OC1=NN(C(=C1C)NC(N)=O)C1=CC=CC=C1 3-(3-ethoxy-4-methyl-1-phenyl-1H-pyrazol-5-yl)urea